(S)-2-((4-amino-5-(4-(2-oxopyrrolidin-1-yl)phenyl)pyrimidin-2-yl)amino)-6,6a,7,8-tetrahydro-9H-pyrido[2,3-b]pyrrolo[1,2-d][1,4]oxazin-9-one NC1=NC(=NC=C1C1=CC=C(C=C1)N1C(CCC1)=O)NC1=CC2=C(OC[C@H]3N2C(CC3)=O)N=C1